ClC1=CC(=C(C=C1)C)C[SiH](OCC)CC (4-chlorotolylmethyl)ethylethoxysilane